chloro-[p-tolylsulfonyl-[rac-(1R,2R)-2-amino-1,2-diphenyl-ethyl]amino]ruthenium Cl[Ru]N([C@@H]([C@@H](C1=CC=CC=C1)N)C1=CC=CC=C1)S(=O)(=O)C1=CC=C(C=C1)C |r|